CC1(C(N(C(N1CC(=O)NCC1=NC=CC=C1)=O)C1=CC(=C(C=C1)[N+](=O)[O-])C(F)(F)F)=O)C 2-(5,5-dimethyl-3-(4-nitro-3-(trifluoromethyl)phenyl)-2,4-dioxoimidazolin-1-yl)-N-(pyridin-2-ylmethyl)acetamide